3-phenyl-3-(4-(4-phenylpiperazino)-phenyl)-6-methoxy-7-(4-hydroxypiperidin-1-yl)-13,13-dimethyl-3H,13H-indeno[2',3':3,4]naphtho[1,2-b]pyran C1(=CC=CC=C1)C1(C=CC2=C(O1)C=1C=C(C(=CC1C1=C2C(C2=CC=CC=C21)(C)C)N2CCC(CC2)O)OC)C2=CC=C(C=C2)N2CCN(CC2)C2=CC=CC=C2